5-(4-chloro-2-fluorophenyl)-7-(2-cyclobutyl-4-morpholinyl)-2,3-dimethylpyrido[4,3-d]pyrimidin-4(3H)-one ClC1=CC(=C(C=C1)C1=NC(=CC=2N=C(N(C(C21)=O)C)C)N2CC(OCC2)C2CCC2)F